6,7-dichloro-3-(1-tetrahydropyran-2-ylpyrazol-4-yl)-1H-indol ClC1=CC=C2C(=CNC2=C1Cl)C=1C=NN(C1)C1OCCCC1